6-(2-Azaspiro[4.4]nonan-2-yl)-4-methylpyridazin-3(2H)-one C1N(CCC12CCCC2)C=2C=C(C(NN2)=O)C